C1(=CC=CC=C1)C=CCCCC1=CC=CC=C1 1,5-diphenyl-1-pentene